2-{[(1S)-1-{4-[(4-Acryloylpiperazin-1-yl)methyl]phenyl}ethyl]amino}-8-[(2S)-1-fluoropropan-2-yl]pyrido[2,3-d]pyrimidin-7(8H)-on C(C=C)(=O)N1CCN(CC1)CC1=CC=C(C=C1)[C@H](C)NC=1N=CC2=C(N1)N(C(C=C2)=O)[C@H](CF)C